FC1=C(C(=CC=C1B1OC(C(O1)(C)C)(C)C)O)N1CC(NS1(=O)=O)=O 5-(2-fluoro-6-hydroxy-3-(4,4,5,5-tetramethyl-1,3,2-dioxaborolan-2-yl)phenyl)-1,2,5-thiadiazolidin-3-one 1,1-dioxide